N-((3aR,4R,7S,7aR)-4-(((tert-butyldiphenylsilyl)oxy)methyl)-2,2-dimethyltetrahydro-4H-[1,3]dioxolo[4,5-c]pyran-7-yl)-6-(trifluoromethyl)pyrazin-2-amine [Si](C1=CC=CC=C1)(C1=CC=CC=C1)(C(C)(C)C)OC[C@H]1OC[C@@H]([C@@H]2[C@H]1OC(O2)(C)C)NC2=NC(=CN=C2)C(F)(F)F